Cl.C(#N)C1=CC=C(C=C1)NC(CN1C(NC2(C1)CCN(CC2)C=2C=1N(C=CN2)C=NC1)=O)=O N-(4-Cyanophenyl)-2-(8-(imidazo[1,5-a]pyrazin-8-yl)-2-oxo-1,3,8-triazaspiro[4.5]decan-3-yl)acetamide hydrochloride